2-amino-N-(3-nitrophenyl)acetamide NCC(=O)NC1=CC(=CC=C1)[N+](=O)[O-]